tert-butyl N-{2-[(4-{[4-(hydroxymethyl)phenyl]sulfamoyl}-3-nitrophenyl)formamido]ethyl}carbamate OCC1=CC=C(C=C1)NS(=O)(=O)C1=C(C=C(C=C1)C(=O)NCCNC(OC(C)(C)C)=O)[N+](=O)[O-]